N-(2-chloro-5-nitrophenyl)pentanamide ClC1=C(C=C(C=C1)[N+](=O)[O-])NC(CCCC)=O